3-chloro-2-(2-chloroethoxy)-5-[1-methyl-1-[4-(4,4,5,5-tetramethyl-1,3,2-dioxaborolan-2-yl)phenyl]ethyl]benzonitrile ClC=1C(=C(C#N)C=C(C1)C(C)(C1=CC=C(C=C1)B1OC(C(O1)(C)C)(C)C)C)OCCCl